N1=CC(=CC=C1)N1N=CC(=C1)C1=NNC2=C1N=C(N=C2)N2C1C(NCC2CC1)=O 8-(3-(1-(pyridin-3-yl)-1H-pyrazol-4-yl)-1H-pyrazolo[4,3-d]pyrimidin-5-yl)-3,8-diazabicyclo[3.2.1]octan-2-one